dimethyloctadecyl[3-(trihydroxysilyl)propyl]ammonium chloride [Cl-].C[N+](CCC[Si](O)(O)O)(CCCCCCCCCCCCCCCCCC)C